C(C)(C)(C)OC(=O)N1CC2(CC1)CCN(CC2)C=2C1=C(N=C(N2)C=2C(=NNC2C)C)C=NC=C1.ClCC(=O)C1(CC1)Cl 2-chloro-1-(1-chlorocyclopropyl)ethanone tert-Butyl-8-(2-(3,5-dimethyl-1H-pyrazol-4-yl)pyrido[3,4-d]pyrimidin-4-yl)-2,8-diazaspiro[4.5]decane-2-carboxylate